C(C)(C)(C)OC(=O)N1C[C@@H](CCC1)NC(CCl)=O (3R)-3-[(2-chloroacetyl)amino]piperidine-1-carboxylic acid tert-butyl ester